C(C)(=O)N1C(/C(/C2=CC=C(C=C12)C(=O)OC)=C(\C1=CC=CC=C1)/OC)=O methyl (E)-1-acetyl-3-(methoxy(phenyl)methylene)-2-oxoindoline-6-carboxylate